BrC=1NC(N(C1C1=CC=C(C=C1)Cl)CC(C(F)(F)F)=O)=O 4-bromo-5-(4-chlorophenyl)-1-(3,3,3-trifluoro-2-oxo-propyl)-1,3-dihydro-2H-imidazol-2-one